6-((4-(benzo[d][1,3]dioxol-5-ylmethoxy)-3-methoxyphenyl)amino)-3-morpholino-quinoxaline O1COC2=C1C=CC(=C2)COC2=C(C=C(C=C2)NC=2C=C1N=C(C=NC1=CC2)N2CCOCC2)OC